(1-(3-ethynylphenyl)ethoxy)triisopropylsilane ethyl-4-(4-fluorophenyl)-2-methyl-3,5-dioxo-2,3,4,5-tetrahydro-1,2,4-triazine-6-carboxylate C(C)OC(=O)C=1C(N(C(N(N1)C)=O)C1=CC=C(C=C1)F)=O.C(#C)C=1C=C(C=CC1)C(C)O[Si](C(C)C)(C(C)C)C(C)C